C(C)C1=C(C=CC(=C1F)F)[C@H]1[C@@H](O[C@]([C@@H]1C)(C(F)(F)F)C)C(=O)NC1=CC(=NC=C1)C(=O)N 4-[[(2R,3s,4r,5r)-3-(2-ethyl-3,4-difluoro-phenyl)-4,5-dimethyl-5-(trifluoromethyl)tetrahydrofuran-2-carbonyl]amino]pyridine-2-carboxamide